3-(4-fluoro-3-(trifluoromethyl)phenyl)-5-(2-(3-hydroxy-3-methylazetidin-1-yl)-2-oxoethyl)thieno[3,2-c]pyridin-4(5H)-one FC1=C(C=C(C=C1)C1=CSC2=C1C(N(C=C2)CC(=O)N2CC(C2)(C)O)=O)C(F)(F)F